7-bromo-1-hydroxynaphthalene BrC1=CC=C2C=CC=C(C2=C1)O